tert-Butyl (3R)-3-[(1S)-1-[[3-[3-(3-benzyloxyphenyl)-2-oxo-imidazolidin-1-yl]phenyl]methyl]-2-tert-butoxy-2-oxo-ethyl]pyrrolidine-1-carboxylate C(C1=CC=CC=C1)OC=1C=C(C=CC1)N1C(N(CC1)C=1C=C(C=CC1)C[C@H](C(=O)OC(C)(C)C)[C@@H]1CN(CC1)C(=O)OC(C)(C)C)=O